FC1=CC=C(CN2C(=NC=3N(C(N(C(C23)=O)CCCO)=O)C)OC2=CC(=CC=C2)C(C)C)C=C1 7-(4-fluorobenzyl)-1-(3-hydroxypropyl)-8-(3-isopropylphenoxy)-3-methyl-1H-purine-2,6(3H,7H)-dione